O[C@@H](C(=O)OC(C)(C)C)COC1=CC=C(C=C1)C=1C=NN(C1)CCN1CCOCC1 tert-butyl (R)-2-hydroxy-3-(4-(1-(2-morpholinoethyl)-1H-pyrazol-4-yl)phenoxy)propanoate